CN(C)CC=1C=CC(=C(C(=O)O)C1)NCCCCCCN1[C@@H]([C@H]([C@@H]([C@H](C1)O)O)O)CO 5-[(dimethylamino)methyl]-2-({6-[(2R,3R,4R,5S)-3,4,5-trihydroxy-2-(hydroxymethyl)piperidin-1-yl]hexyl}amino)benzoic acid